(S)-quinuclidin-3-yl (6-(3,4-difluorophenyl)-2,2-dimethyl-1,2,3,4-tetrahydronaphthalen-1-yl)carbamate FC=1C=C(C=CC1F)C=1C=C2CCC(C(C2=CC1)NC(O[C@@H]1CN2CCC1CC2)=O)(C)C